C(CCCCCCCCCCCCCCCCCCCC)OC(CCCCCCC\C=C/CCCCCCCC)=O.COC1=CC=C(C=C1)COC1(CC1)C1=CC2=C(N=CN=C2)N(C1=O)C 6-[1-[(4-methoxyphenyl)methoxy]cyclopropyl]-8-methyl-pyrido[2,3-d]pyrimidin-7-one heneicosyl-oleate